3,6,9,12,15,18,21,24-octaoxaheptacosan-27-oate CCOCCOCCOCCOCCOCCOCCOCCOCCC(=O)[O-]